FC=1C=C(C=C(C1)F)N1C(NC(C1)(C(=O)N[C@H]1C=C[C@H](C1)C(=O)OC)C)=O methyl (1S,4R)-4-[[1-(3,5-difluorophenyl)-4-methyl-2-oxo-imidazolidine-4-carbonyl]amino]cyclopent-2-ene-1-carboxylate